2-isothiocyanatoquinoxaline-6-carbonitrile N(=C=S)C1=NC2=CC=C(C=C2N=C1)C#N